(R)-2-amino-3-(3-fluoro-5-isobutoxybenzamido)propanoic acid (R)-2-(((benzyloxy)carbonyl)amino)-3-(3-fluoro-5-isobutoxybenzamido)propanoate C(C1=CC=CC=C1)OC(=O)N[C@@H](C(=O)O)CNC(C1=CC(=CC(=C1)OCC(C)C)F)=O.N[C@@H](C(=O)O)CNC(C1=CC(=CC(=C1)OCC(C)C)F)=O